4-((S)-4-((benzyloxy)carbonyl)-3-(cyanomethyl)piperazin-1-yl)-2-(((S)-1-methylpyrrolidin-2-yl)methoxy)-6,7,8,9-tetrahydro-5H-pyrimido[5,4-e][1,4]diazepine-5-carboxylic acid C(C1=CC=CC=C1)OC(=O)N1[C@H](CN(CC1)C1=NC(=NC2=C1N(CCNC2)C(=O)O)OC[C@H]2N(CCC2)C)CC#N